(R)-2-((1-(3-cyano-7-methyl-4-oxo-2-(4-(2,2,2-trifluoroethyl)piperazin-1-yl)-4H-pyrido[1,2-a]pyrimidin-9-yl)ethyl)amino)benzoic acid C(#N)C1=C(N=C2N(C1=O)C=C(C=C2[C@@H](C)NC2=C(C(=O)O)C=CC=C2)C)N2CCN(CC2)CC(F)(F)F